6-(4-(4-cyanophenyl)-5-hydroxy-3-methyl-1H-pyrazol-1-yl)pyridine C(#N)C1=CC=C(C=C1)C=1C(=NN(C1O)C1=CC=CC=N1)C